C(N)(=N)C1=CC2=C(S1)C=CC=C2N(CCN(C(C(C)(C)OC2=CC=C(C=C2)Cl)=O)C)C N-(2-((2-carbamimidoylbenzo[b]thiophen-4-yl)(methyl)amino)ethyl)-2-(4-chlorophenoxy)-N,2-dimethylpropanamide